C(#N)[C@@]1(COCC2=C(C=C(C=C12)C(=O)O)F)C |r| racemic-4-cyano-8-fluoro-4-methylisochromane-6-carboxylic acid